Ethyl 2-(2-((4-((5'-chloro-6-(((4-cyanotetrahydro-2H-pyran-4-yl)methyl)amino)-[2,4'-bipyridin]-2'-yl)amino)cyclohexyl)amino)propoxy)acetate ClC=1C(=CC(=NC1)NC1CCC(CC1)NC(COCC(=O)OCC)C)C1=NC(=CC=C1)NCC1(CCOCC1)C#N